4-(3-(Benzyloxy)-2,6-dimethylphenyl)-1-ethyl-3-(1H-pyrazol-4-yl)-1H-pyrrolo[2,3-b]pyridine-6-carbonitrile C(C1=CC=CC=C1)OC=1C(=C(C(=CC1)C)C1=C2C(=NC(=C1)C#N)N(C=C2C=2C=NNC2)CC)C